N-{(2S)-4-[{(1R)-1-[1-Benzyl-4-(2,5-difluorophenyl)-1H-imidazol-2-yl]-2,2-dimethylpropyl}(glycoloyl)amino]-2-[(tert-butoxycarbonyl)amino]butanoyl}-beta-alanin C(C1=CC=CC=C1)N1C(=NC(=C1)C1=C(C=CC(=C1)F)F)[C@@H](C(C)(C)C)N(CC[C@@H](C(=O)NCCC(=O)O)NC(=O)OC(C)(C)C)C(CO)=O